S-(((tert-butyldimethylsilyl)oxy)methyl) 4-methylbenzenesulfonothioate CC1=CC=C(C=C1)S(=O)(SCO[Si](C)(C)C(C)(C)C)=O